tert-Butyl 6-(6-methyl-1-(tetrahydro-2H-pyran-2-yl)-4-(4,4,5,5-tetramethyl-1,3,2-dioxaborolan-2-yl)-1H-indazol-5-yl)hexanoate CC1=C(C(=C2C=NN(C2=C1)C1OCCCC1)B1OC(C(O1)(C)C)(C)C)CCCCCC(=O)OC(C)(C)C